C(C)(C)(C)OC(=O)N[C@@H](CCCCN)C(=O)O (t-butyloxycarbonyl)-L-lysine